2-hydroxyethyl(3-ethyl-3-oxetanyl-methyl)ether OCCOCC1(COC1)CC